N(=[N+]=[N-])CCCNC([C@@H](CCCCNC(=O)OC(C)(C)C)NC(=O)C=1C=CC(=C(C(=O)[O-])C1)C=1C2=CC=C(C=C2OC2=CC(C=CC12)=[N+](C)C)N(C)C)=O (R)-5-((1-((3-azidopropyl)amino)-6-((tert-butoxycarbonyl)amino)-1-oxohexan-2-yl)carbamoyl)-2-(6-(dimethylamino)-3-(dimethyliminio)-3H-xanthen-9-yl)benzoate